C(C1=CC=CC=C1)SC1=NC=2N(C(N(C(C2N1C)=O)C)=O)C 8-(benzylthio)-1,3,7-trimethyl-1H-purine-2,6(3H,7H)-dione